tert-Butyl 6-[5-[(8-fluoro-2-methyl-imidazo[1,2-a]pyridin-6-yl)carbamoyl]pyrazin-2-yl]-2,6-diazabicyclo[3.2.0]heptane-2-carboxylate FC=1C=2N(C=C(C1)NC(=O)C=1N=CC(=NC1)N1C3CCN(C3C1)C(=O)OC(C)(C)C)C=C(N2)C